(2s,4R)-2-(((S)-1-((4-chloro-1-methyl-1H-pyrazol-5-yl)methyl)-3-oxoisoindolin-2-yl)methyl)-5-oxa-7-azaspiro[3.4]octane-6,8-dione ClC=1C=NN(C1C[C@@H]1N(C(C2=CC=CC=C12)=O)CC1CC2(C1)OC(NC2=O)=O)C